CC(=O)C1=CC=C(C=C1)C#CC2=CC=CC=C2 4-(phenylethynyl)acetophenone